BrC=1C=C(C=2N(C1)N=C(N2)N)F 6-bromo-8-fluoro-[1,2,4]triazolo[1,5-a]pyridin-2-amine